tert-Butyl N-[(2-bromopyridine-4-carbonyl)amino]carbamate BrC1=NC=CC(=C1)C(=O)NNC(OC(C)(C)C)=O